4-(2-(pyrrolidin-1-yl)-4-(trifluoromethyl)benzyl)piperazine-1-carboxylic acid 1,1,1,3,3,3-hexafluoropropan-2-yl ester monoHCl salt Cl.FC(C(C(F)(F)F)OC(=O)N1CCN(CC1)CC1=C(C=C(C=C1)C(F)(F)F)N1CCCC1)(F)F